[Ce+3].[NH4+] ammonium cerium (III) salt